2-bromo-9,9-dimethyl-9H-fluorene-1,3,4,5,6,7,8-d7 BrC1=C(C=2C(C3=C(C(=C(C(=C3C2C(=C1[2H])[2H])[2H])[2H])[2H])[2H])(C)C)[2H]